The molecule is an unsaturated fatty acyl-CoA that results from the formal condensation of the thiol group of coenzyme A with the carboxy group of (E)-2-pentadecenoic acid. It is a long-chain fatty acyl-CoA, an 11,12-saturated fatty acyl-CoA, a trans-2-enoyl-CoA and a monounsaturated fatty acyl-CoA. It is a conjugate acid of a trans-2-pentadecenoyl-CoA(4-). CCCCCCCCCCCC/C=C/C(=O)SCCNC(=O)CCNC(=O)[C@@H](C(C)(C)COP(=O)(O)OP(=O)(O)OC[C@@H]1[C@H]([C@H]([C@@H](O1)N2C=NC3=C(N=CN=C32)N)O)OP(=O)(O)O)O